3-((2-chloro-5-(1-(2,2,2-trifluoroethyl)-1H-pyrazol-3-yl)pyridin-4-yl)amino)-2,2-dimethylpropan-1-ol ClC1=NC=C(C(=C1)NCC(CO)(C)C)C1=NN(C=C1)CC(F)(F)F